S-(3-((tert-Butoxycarbonyl) amino) benzyl) thioacetate C(C)(=O)SCC1=CC(=CC=C1)NC(=O)OC(C)(C)C